indolofuran O1CC=C2C1=C1C=CC=CC1=N2